CN(CCN(C1=C(C=C(C=C1)NC1=NC=C(C(=N1)C1=CN(C2=CC=CC=C12)C)C(F)(F)F)NC(C)=O)C)C N-(2-((2-(dimethylamino)ethyl)(methyl)amino)-5-((4-(1-methyl-1H-indol-3-yl)-5-(trifluoromethyl)pyrimidin-2-yl)amino)phenyl)acetamide